5-ethynyl-8-[2-(trifluoromethyl)phenyl]quinoline C(#C)C1=C2C=CC=NC2=C(C=C1)C1=C(C=CC=C1)C(F)(F)F